2-propylene 5-sulfoisophthalate S(=O)(=O)(O)C=1C=C2C=C(C(=O)OCC(C)OC2=O)C1